N-(1-Methyl-3-(4-phenylbut-1-yn-1-yl)-1H-pyrrolo[2,3-b]pyridin-5-yl)acrylamide CN1C=C(C=2C1=NC=C(C2)NC(C=C)=O)C#CCCC2=CC=CC=C2